CC1=CSC=2C3(NC(C21)=O)CC3 3'-methyl-spiro[cyclopropane-1,6'-thieno[2,3-c]pyrrole]-4'-one